3-(imidazo[1,2-a]pyridin-3-yl)-4-(1,2,3,4-tetrahydro-[1,4]diazepino[6,7,1-hi]indol-7-yl)-1H-pyrrole-2,5-dione N=1C=C(N2C1C=CC=C2)C=2C(NC(C2C2=CN1C3=C(C=CC=C23)CNCC1)=O)=O